N-[2-hydroxy-5-[(1R)-1-hydroxy-2-[[(2R)-1-(4-methoxyphenyl)propan-2-yl]amino]ethyl]phenyl]carboxamide OC1=C(C=C(C=C1)[C@H](CN[C@@H](CC1=CC=C(C=C1)OC)C)O)NC=O